(S)-N-((S)-1-(butylamino)-1-oxo-3-phenylpropan-2-yl)-2-(((E)-2-(diphenylphosphaneyl)benzylidene)-amino)-3-methylbutanamide C(CCC)NC([C@H](CC1=CC=CC=C1)NC([C@H](C(C)C)/N=C/C1=C(C=CC=C1)P(C1=CC=CC=C1)C1=CC=CC=C1)=O)=O